2-(6'-chlorospiro[cyclopropane-1,3'-pyrrolo[3,2-c]pyridine]-1'(2'h)-yl)-4-(1,1-difluoroethyl)thiazole ClC1=CC2=C(C=N1)C1(CN2C=2SC=C(N2)C(C)(F)F)CC1